FC1=CC=C(OC2=CC=C(C=N2)S(=O)(=O)N2[C@@H]([C@@H]3CC[C@H](C2)N3C(=O)OC(C)(C)C)C(=O)OCC)C=C1 (1S,2S,5R)-8-tert-butyl 2-ethyl 3-((6-(4-fluorophenoxy)pyridin-3-yl)sulfonyl)-3,8-diazabicyclo[3.2.1]octane-2,8-dicarboxylate